methyl 2-(phthalimidomethyl)-3-oxobutanoate C1(C=2C(C(N1CC(C(=O)OC)C(C)=O)=O)=CC=CC2)=O